C(C)(C)(C)OC(=O)N/C(=N/C(OC(C)(C)C)=O)/NOCCCC(=O)O (Z)-6-((tert-Butoxycarbonyl)amino)-2,2-dimethyl-4-oxo-3,8-dioxa-5,7-diazadodec-5-en-12-oic acid